C\C(=C/C(=O)OCC1=CC=CC=C1)\C=C\C=C(\CC\C=C(\CCC=C(C)C)/C)/C benzyl (2E,4E,6E,10E)-3,7,11,15-tetramethyl-2,4,6,10,14-hexadecapentaenoate